C12(CC3CC(CC(C1)C3)C2)C=2C=C(C(=O)NCC3=CC(=C(C=C3)O)O)C=CC2O 3-adamant-1-yl-N-(3,4-dihydroxybenzyl)-4-hydroxy-benzoic acid amide